N1=C(SC2=C1C=1CCOC1C=C2)N2C(N[C@H]([C@@H]2C#CC)CO)=O trans-1-(7,8-dihydrobenzofuro[4,5-d]thiazol-2-yl)-4-(hydroxymethyl)-5-(prop-1-yn-1-yl)imidazolidin-2-one